C(C)(C)(C)N(S(=O)(=O)C1=CC=C(CC#C)C=C1)C N-tert-Butylethynyl-N-methyl-p-toluenesulfonamide